4-[2-(2,2-difluoroethoxy)phenyl]-1-oxo-2,3-dihydro-1H-pyrrolo[3,4-c]pyridine-6-carboxylic acid FC(COC1=C(C=CC=C1)C1=NC(=CC2=C1CNC2=O)C(=O)O)F